N,N-dimethyl-n-octanamide CN(C(CCCCCCC)=O)C